(trans)-5-hydroxy-2-(3-hydroxy-4-methoxyphenyl)-3-methoxychroman OC1=C2C[C@H]([C@@H](OC2=CC=C1)C1=CC(=C(C=C1)OC)O)OC